CN1C(C2=C(C(=C1)C1=CC(N(C=C1C1=CC=C(C=C1)CSC)C)=O)C=C(N2S(=O)(=O)C2=CC=C(C)C=C2)C=2C=NN(C2)C(F)(F)F)=O 6-methyl-4-(1-methyl-5-(4-((methylthio)methyl)phenyl)-2-oxo-1,2-dihydropyridin-4-yl)-1-tosyl-2-(1-(trifluoromethyl)-1H-pyrazol-4-yl)-1,6-dihydro-7H-pyrrolo[2,3-c]pyridin-7-one